4-((3-(5-Acetyl-2-isopropoxyphenyl)-4-oxo-3,4-dihydro-quinazolin-2-yl)(methyl)amino)piperidine-1-carboxylic acid tert-butyl ester C(C)(C)(C)OC(=O)N1CCC(CC1)N(C)C1=NC2=CC=CC=C2C(N1C1=C(C=CC(=C1)C(C)=O)OC(C)C)=O